C(C(=C)C)(=O)OCCCCCCCCCCCCBr 12-(methacryloyloxy)dodecylbromide